4-(hydroxymethyl)pyridin OCC1=CC=NC=C1